(R)-5-(((benzyloxy)carbonyl)-amino)-2-((tert-butoxycarbonyl)amino)pentanoic acid C(C1=CC=CC=C1)OC(=O)NCCC[C@H](C(=O)O)NC(=O)OC(C)(C)C